C=1N=CN2C1C(=NC=C2)N[C@H]2C[C@H](CCC2)N (1R,3S)-N1-(imidazo[1,5-a]pyrazin-8-yl)cyclohexane-1,3-diamine